C1=CC=CC=2C3=CC=CC=C3C(C12)N([C@H](C(=O)O)CCC1=CC(=CC=C1)F)C(=O)OC (2S)-2-(9H-fluoren-9-yl-methoxycarbonyl-amino)-4-(3-fluorophenyl)butanoic acid